CC12OCC(C1)(C2)C(C)N2CC1(C2)CN(C1)S(=O)(=O)C=1C(=NC(=CC1)C(F)(F)F)C 2-(1-(1-methyl-2-oxabicyclo[2.1.1]hexan-4-yl)ethyl)-6-((2-methyl-6-(trifluoromethyl)pyridin-3-yl)sulfonyl)-2,6-diazaspiro[3.3]heptane